C(C)N1C(=O)N(C=2N=CN(C2C1=O)C)C 1-ethyl-3,7-dimethylxanthine